1-((2-(2'-chloro-2-methyl-3'-(4,5,6,7-tetrahydro-2H-pyrazolo[3,4-c]pyridin-2-yl)biphenyl-3-yl)-7-cyanobenzo[d]oxazol-5-yl)methyl)azetidine-3-carboxylic acid ClC1=C(C=CC=C1N1N=C2CNCCC2=C1)C1=C(C(=CC=C1)C=1OC2=C(N1)C=C(C=C2C#N)CN2CC(C2)C(=O)O)C